4-(2,5-Dichlorophenyl)-N-(6-(hydroxymethyl)-2,4-dimethylpyridin-3-yl)pyrimidine-2-carboxamide ClC1=C(C=C(C=C1)Cl)C1=NC(=NC=C1)C(=O)NC=1C(=NC(=CC1C)CO)C